FC=1C=C(C=C(C1N[C@@H](CSC1=CC=C(C=C1)F)CCN1CC(C1)OC)F)S(=O)(=O)NC(=O)[C@@]1(OCCCC1)C (R)-N-((3,5-DIFLUORO-4-(((R)-1-((4-FLUOROPHENYL)THIO)-4-(3-METHOXYAZETIDIN-1-YL)BUTAN-2-YL)AMINO)PHENYL)SULFONYL)-2-METHYLTETRAHYDRO-2H-PYRAN-2-CARBOXAMIDE